C(C)(C)(C)OC(=O)C=1C=CC2=C(N(C(=N2)CN2CC3=CC(=CC=C3CC2)OCC2=CC=C(C=C2)C2=CC=CC=C2)C[C@H]2OCC2)C1 (S)-2-((7-(([1,1'-biphenyl]-4-yl)methoxy)-3,4-dihydroisoquinolin-2(1H)-yl)methyl)-1-((oxetan-2-yl)methyl)-1H-benzo[d]imidazole-6-carboxylic acid tert-butyl ester